FC(C(=O)O)(F)F.FC(C(=O)O)(F)F.BrC=1C=C(C=CC1N1CCCC1)S(=O)(=O)N1C(CC1)CN1N=NC(=C1)CN(C)C 1-(1-((1-((3-bromo-4-(pyrrolidin-1-yl)phenyl)sulfonyl)azetidin-2-yl)methyl)-1H-1,2,3-triazol-4-yl)-N,N-dimethylmethanamine bis-trifluoroacetate